N4-(8-methylcinnolin-4-yl)-N2-(4-(piperidin-1-yl)phenyl)pyrimidine-2,4-diamine CC=1C=CC=C2C(=CN=NC12)NC1=NC(=NC=C1)NC1=CC=C(C=C1)N1CCCCC1